C(CN(CC(=O)O)CC(=O)O)N(CC(=O)O)CC(=O)O.[Na].[Na].[Na].[Na] tetrasodium EthyleneDiamineTetraAcetic acid